3-((R)-5-(6-aminopyridin-2-yl)-4-fluoro-3-methyl-1-oxoisoindolin-2-yl)piperidine-2,6-dione NC1=CC=CC(=N1)C=1C(=C2[C@H](N(C(C2=CC1)=O)C1C(NC(CC1)=O)=O)C)F